((2,3-Difluoro-6-(methoxymethoxy)-8-(4,4,5,5-tetramethyl-1,3,2-dioxaborolan-2-yl)naphthalen-1-yl)ethynyl)triisopropylsilane FC1=C(C2=C(C=C(C=C2C=C1F)OCOC)B1OC(C(O1)(C)C)(C)C)C#C[Si](C(C)C)(C(C)C)C(C)C